Cl.N1CCC(CC1)OCCN1CCC(CC1)OC=1C=C(C=CC1)C1=C2C(=NO1)C=CC(=C2)C2=NN=NN2 3-(3-((1-(2-(piperidin-4-yloxy)ethyl)piperidin-4-yl)oxy)phenyl)-5-(1H-tetrazol-5-yl)benzo[c]isoxazole HCl salt